C(C)N(C(C(N)=O)=O)C(C)C1=C(C=C(C=C1)C(C(F)(F)F)(F)F)F N'-ethyl-N'-[1-[2-fluoro-4-(1,1,2,2,2-pentafluoroethyl)phenyl]ethyl]oxamide